4-(2,6-dimethyltetrahydro-2H-pyran-4-yl)aniline CC1OC(CC(C1)C1=CC=C(N)C=C1)C